CALCIUM HYDROGENCARBONAT C(O)([O-])=O.[Ca+2].C(O)([O-])=O